C1(=CC=CC=C1)OP(=O)(OC1=CC=CC=C1)OC1=CC=CC=C1.[Cl-].P phosphin chlorid trisphenyl-phosphate